CN(CCCNC(OC1=CC=C(C=C1)C1=C(C=C2C(=N1)N(N=C2NC(=O)C=2C=NSC2)CCCCCCC)Br)=O)C 4-(5-bromo-1-heptyl-3-(isothiazole-4-carboxamido)-1H-pyrazolo[3,4-b]pyridin-6-yl)phenyl (3-(dimethylamino)propyl)carbamate